COC1=CC=C(C=C1)SC(=CC1=CC=CC=C1)F (1-fluoro-2-phenylvinyl) (4-methoxyphenyl) thioether